trans-8-((4-((E)-(tert-Butoxyimino)(pyridin-2-yl)methyl)cyclohexyl)(methyl)amino)-5-methyl-6-oxo-5,6-dihydro-1,5-naphthyridine-2-carbonitrile C(C)(C)(C)O\N=C(/[C@@H]1CC[C@H](CC1)N(C1=CC(N(C=2C=CC(=NC12)C#N)C)=O)C)\C1=NC=CC=C1